(2R,4S,5R,6R)-5-acetamido-6-((1R,2R)-1,2-dihydroxy-3-((3-phenoxybenzyl)amino)propyl)-4-hydroxy-2-(2-(2-(prop-2-yn-1-yloxy)ethoxy)ethoxy)tetrahydro-2H-pyran-2-carboxylic acid C(C)(=O)N[C@@H]1[C@H](C[C@@](O[C@H]1[C@@H]([C@@H](CNCC1=CC(=CC=C1)OC1=CC=CC=C1)O)O)(C(=O)O)OCCOCCOCC#C)O